N-[3-[3-Cyclopropyl-5-(2-fluoro-4-iodophenylamino)-6,8-dimethyl-2,4,7-trioxo-1,2,3,4,6,7-hexahydro-pyrido[4,3-d]pyrimidin-1-yl]phenyl]acetamide C1(CC1)N1C(N(C=2C(C1=O)=C(N(C(C2C)=O)C)NC2=C(C=C(C=C2)I)F)C=2C=C(C=CC2)NC(C)=O)=O